IC1=NN(C2=C(C=CC=C12)C#N)COCC[Si](C)(C)C 3-iodo-1-{[2-(trimethylsilyl)ethoxy]methyl}indazole-7-carbonitrile